FC(C1=CC=C(N=N1)CNC(C)C)(F)F N-((6-(trifluoromethyl)pyridazin-3-yl)methyl)propan-2-amine